CCOCCOCCOCCOCCOCCOCCOCCOCCNCC=CC(=O)O 3,6,9,12,15,18,21,24-octaoxa-27-azahentriacont-29-en-31-oic acid